(3R*,4S*)-4-(4-(difluoromethoxy)phenyl)-2-oxopyrrolidine-3-carboxylic acid FC(OC1=CC=C(C=C1)[C@@H]1[C@H](C(NC1)=O)C(=O)O)F |o1:9,10|